6-(1-(1-(2-hydroxyacetyl)piperidin-4-yl)-5-methyl-1H-pyrazol-4-yl)-4-(pyridin-2-ylthio)pyrazolo[1,5-a]pyridine-3-carbonitrile OCC(=O)N1CCC(CC1)N1N=CC(=C1C)C=1C=C(C=2N(C1)N=CC2C#N)SC2=NC=CC=C2